(trichloromethyl)carbamic acid methyl ester COC(NC(Cl)(Cl)Cl)=O